CN1N=NC(=C1NC(OC(C)C1=NC=CC=C1Cl)=O)C1=NC(=C(C=C1)NS(=O)(=O)C)C 1-(3-chloropyridin-2-yl)ethyl (1-methyl-4-(6-methyl-5-(methylsulfonamido) pyridin-2-yl)-1H-1,2,3-triazol-5-yl)carbamate